6,7-difluoro-5-[4-fluoro-3-[4-[(4S)-4-methylchroman-4-yl]-1H-imidazol-2-yl]phenoxy]-4-methylsulfanyl-1H-indole FC1=C(C(=C2C=CNC2=C1F)SC)OC1=CC(=C(C=C1)F)C=1NC=C(N1)[C@]1(CCOC2=CC=CC=C12)C